(3S)-3-{[5-(2,6-dimethoxyphenyl)-1-(2-methylpropyl)-1H-pyrazol-3-yl]formamido}-N-(2-hydroxybutyl)-5-(piperidin-1-yl)pentanamide COC1=C(C(=CC=C1)OC)C1=CC(=NN1CC(C)C)C(=O)N[C@H](CC(=O)NCC(CC)O)CCN1CCCCC1